C1(CC1)C1=C2C(=C(N=C1)OC)N(C(=C2)I)COCC[Si](C)(C)C 2-[(4-cyclopropyl-2-iodo-7-methoxypyrrolo[2,3-c]pyridin-1-yl)methoxy]ethyl-trimethylsilane